C(CCCCCC)(=O)O enanthyl alcohol